ClC1=CC(=C(C(=C1C1=C(C=CC=C1O)F)F)NC)C(=O)N1CCN(CC1)C(C=C)=O 1-(4-(6-chloro-2,2'-difluoro-6'-hydroxy-3-(methylamino)-[1,1'-biphenyl]-4-carbonyl)piperazin-1-yl)prop-2-en-1-one